4-isopropylbenzene sodium [Na].C(C)(C)C1=CC=CC=C1